Tert-butyl N-[3-(3-hydroxypropoxy)cyclobutyl]carbamate OCCCOC1CC(C1)NC(OC(C)(C)C)=O